N-((1H-imidazol-2-yl)methyl)-2-(1-((1r,4r)-4-(cyanomethyl)cyclohexyl)-1,6-dihydroimidazo[4,5-d]pyrrolo[2,3-b]pyridin-2-yl)acetamide N1C(=NC=C1)CNC(CC1=NC=2C(=C3C(=NC2)NC=C3)N1C1CCC(CC1)CC#N)=O